(S)-4-bromo-1-phenylethanol BrC1=CC=C(C=C1)[C@H](C)O